C[C@H]1CC[C@@H](N(C1)C(C(=O)NC1=NC=CC=C1C(=O)N)=O)C=1C=C2C=NNC2=C(C1)C [[2-[(2R,5S)-5-methyl-2-(7-methyl-1H-indazol-5-yl)-1-piperidyl]-2-oxo-acetyl]amino]pyridine-3-carboxamide